C(=C)OC(C(=C)C)=O methacrylic acid vinylester